1-(5-aminopyridin-2-yl)-2-(2,4-difluorophenyl)-2-methyl-1-propanone NC=1C=CC(=NC1)C(C(C)(C)C1=C(C=C(C=C1)F)F)=O